5-chloro-3-isopropyl-N-(4-(pyrimidin-4-yl)benzyl)pyrazolo[1,5-a]pyrimidin-7-amine ClC1=NC=2N(C(=C1)NCC1=CC=C(C=C1)C1=NC=NC=C1)N=CC2C(C)C